C(C)(C)(C)OC(=O)N(C)CC=1C=CC(=NC1OC)C=1C(=C(C=CC1)C1=C(C(=NC=C1)C=1C=C(C=C(C1)OC)CN1C[C@H](CC1)C(=O)O)Cl)Cl (3S)-1-[[3-[4-[3-[5-[[tert-butoxycarbonyl(methyl)amino]methyl]-6-methoxy-2-pyridyl]-2-chloro-phenyl]-3-chloro-2-pyridyl]-5-methoxy-phenyl]methyl]pyrrolidine-3-carboxylic acid